ClC1=C(C=CC(=C1)Cl)CNCC=1C=CC(=NC1)NC(OC(C)(C)C)=O tert-butyl N-[5-({[(2,4-dichlorophenyl)methyl]amino}methyl)pyridin-2-yl]carbamate